methyl 5-cyano-2-(((3S,4R)-1-((2-cyano-4-(trifluoromethyl) phenyl)sulfonyl)-4-hydroxy-4-(hydroxymethyl) pyrrolidin-3-yl)oxy)benzoate C(#N)C=1C=CC(=C(C(=O)OC)C1)O[C@H]1CN(C[C@]1(CO)O)S(=O)(=O)C1=C(C=C(C=C1)C(F)(F)F)C#N